4,9-dibromonaphthothiadiazole BrC1=CC2=CC=CC(=C2C=2N=NSC21)Br